C(C(=C)CC(=O)O)(=O)O.C(=O)(C(=C)C)S(=O)(=O)O methacryl-sulfonate, itaconic acid salt